CO[Si](OC)(OC)CCCCN(C(=O)SSSSC(N(C)CCCC[Si](OC)(OC)OC)=O)C trimethoxysilylpropyldimethylcarbamoyltetrasulfide